2-(6-{5-chloro-2-[(oxacyclohex-4-yl)amino]pyrimidin-4-yl}-1-oxo-2,3-dihydro-1H-isoindol-2-yl)-N-(1-methoxy-2-phenylprop-2-yl)acetamide 3-methylbutyl-butanoate (isoamyl-butyrate) C(CC(C)C)C(C(=O)O)CC.CC(CCOC(CCC)=O)C.ClC=1C(=NC(=NC1)NC1CCOCC1)C1=CC=C2CN(C(C2=C1)=O)CC(=O)NC(COC)(C)C1=CC=CC=C1